CN1N=C(C2=C1CN(C2)S(=O)(=O)C)C(=O)N2CCC(CC2)C2=C(C=CC=C2)C(F)(F)F (1-methyl-5-(methylsulfonyl)-1,4,5,6-tetrahydropyrrolo[3,4-c]pyrazol-3-yl)(4-(2-(trifluoromethyl)phenyl)piperidin-1-yl)methanone